1-(3-(4-methoxyphenyl)-1,2,4-oxadiazol-5-yl)-N-propylpiperidine-4-carboxamide COC1=CC=C(C=C1)C1=NOC(=N1)N1CCC(CC1)C(=O)NCCC